(3R,3aR)-rel-2-acetyl-3,3a,4,5-tetrahydro-3-(4-methoxyphenyl)-8-methoxy-2H-benz[g]indazole C(C)(=O)N1N=C2C3=C(CC[C@@H]2[C@@H]1C1=CC=C(C=C1)OC)C=CC(=C3)OC |o1:10,11|